C(C)N(C(OC(C)(C)C)=O)CC(NNC(C1=C(C=CC=C1)NC1=CC=C(C=C1)C(F)(F)F)=O)=O Tert-Butyl Ethyl(2-oxo-2-(2-(2-((4-(trifluoromethyl)phenyl)amino)benzoyl)hydrazinyl)ethyl)carbamate